4,4-dimethyl-5α-cholesta-8(9),14,24-trien CC1([C@@H]2CCC=3C4=CC[C@H]([C@@H](CCC=C(C)C)C)[C@]4(CCC3[C@]2(CCC1)C)C)C